N-(3-chloro-5-(methylsulfonamido)phenyl)-4-(5-isopropoxypyridin-2-yl)thiophene-2-carboxamide ClC=1C=C(C=C(C1)NS(=O)(=O)C)NC(=O)C=1SC=C(C1)C1=NC=C(C=C1)OC(C)C